N,N-dimethyl-(9-octadecenyl)amine CN(C)CCCCCCCCC=CCCCCCCCC